(R)-N-(7-methoxy-2-methylimidazo[1,2-a]pyridin-6-yl)-4-(3-methylpiperazin-1-yl)-2,3-dihydro-1H-pyrrolo[2,3-b]pyridine-1-carboxamide 2,2,2-trifluoroacetate FC(C(=O)O)(F)F.COC1=CC=2N(C=C1NC(=O)N1CCC=3C1=NC=CC3N3C[C@H](NCC3)C)C=C(N2)C